OC1(CS(C1)(=O)=O)C#CC1=CC2=C(OC[C@@H](C(N2C)=O)NC(C2=NC=CC(=C2)OC2=CC=CC=C2)=O)C=C1 (S)-N-(7-((3-hydroxy-1,1-dioxidothietan-3-yl)ethynyl)-5-methyl-4-oxo-2,3,4,5-tetrahydrobenzo[b][1,4]oxazepin-3-yl)-4-phenoxypicolinamide